O=C1NC(CCC1N1C(C2=CC=C(C=C2C(=N1)F)N1CCC(CC1)C=O)=O)=O 1-(2-(2,6-dioxopiperidin-3-yl)-4-fluoro-1-oxo-1,2-dihydrophthalazin-6-yl)piperidine-4-carbaldehyde